B#[Ta] Tantalum Boride